C(C)OC1=CC=C(C=C1)C(COCC1=CC(=CC=C1)OC1=CC=CC=C1)(C)C 4-(4-ethoxyphenyl)-4-methyl-1-(3-phenoxyphenyl)-2-oxapentane